N-(3-amino-3-iminopropyl)-4-(4-nitro-1H-pyrrole-2-carboxamido)-1H-pyrrole-2-carboxamide NC(CCNC(=O)C=1NC=C(C1)NC(=O)C=1NC=C(C1)[N+](=O)[O-])=N